ClC=1N=C(C2=C(N1)SC=N2)NCCC2=CNC1=CC=CC=C21 5-chloro-N-[2-(1H-indol-3-yl)ethyl]thiazolo[5,4-d]pyrimidin-7-amine